tert-butyl 3-(methyl(1-(oxazol-4-yl)cyclopropyl)carbamoyl)-6,7-dihydroisoxazolo[4,5-c]pyridine-5(4H)-carboxylate CN(C(=O)C1=NOC2=C1CN(CC2)C(=O)OC(C)(C)C)C2(CC2)C=2N=COC2